CC1(CN(CC2=CC(=CC=C12)N1CCN(CC1)CCC)C(=O)OCC1=CC=CC=C1)C benzyl 4,4-dimethyl-7-(4-propylpiperazin-1-yl)-3,4-dihydroisoquinoline-2(1H)-carboxylate